CN1C2=C(C=3C=CC(=CC13)OC1=CC(=CC=C1)[N+](=O)[O-])C=NN(C2=O)CC2=NC(=CC=C2)C 5-methyl-3-((6-methylpyridin-2-yl)methyl)-7-(3-nitrophenoxy)-3,5-dihydro-4H-pyridazino[4,5-b]indol-4-one